FC=1C=C(C=CC1OC)C1=CN=C2N1C=CN=C2NC2=CC(=C(C(=O)NC1=CC=C(C(=O)O)C=C1)C=C2)C 4-[[4-[[3-(3-fluoro-4-methoxyphenyl)imidazo[1,2-a]pyrazin-8-yl]amino]-2-methylbenzoyl]amino]benzoic acid